ClC=1C=C(C(=C(CCNC(OC(C)(C)C)=O)C1)C(=C)OCC)C(F)(F)F tert-butyl (5-chloro-2-(1-ethoxyvinyl)-3-(trifluoromethyl)phenethyl)carbamate